ClC1=CC=C2CC[C@H](N(C2=N1)C(=O)OC(C)(C)C)C (R)-tert-butyl 7-chloro-2-methyl-3,4-dihydro-1,8-naphthyridine-1(2H)-carboxylate